3-methyl-1-(oxetan-3-yl)-1H-pyrazolo[4,3-b]Pyridine-5-carbonitrile CC1=NN(C=2C1=NC(=CC2)C#N)C2COC2